C(C)(C)(C)OC(=O)N1C2=C(OCC1)N=CC(=C2C)N2CC=1N=C(N=CC1CC2)NC2=CC=C(C(=O)O)C=C2 4-[(7-{1-[(tert-butoxy)carbonyl]-8-methyl-1H,2H,3H-pyrido[2,3-b][1,4]oxazin-7-yl}-5H,6H,7H,8H-pyrido[3,4-d]pyrimidin-2-yl)amino]benzoic acid